C12(CC3CC(CC(C1)C3)C2)C2=CC(=CC=3C1=C(B(OC32)OC(C)C)C=CC=C1)C(C)(C)C 4-(1-adamantanyl)-2-(tert-butyl)-6-isopropoxy-6H-dibenzo[c,e][1,2]oxaborinine